C(C)(C)(C)OC(=O)N1CC(N(CC1)C(=O)C=1SC=CC1)C(=O)O 4-(tert-butoxycarbonyl)-1-(thiophene-2-carbonyl)piperazine-2-carboxylic acid